Ethyl-{[5-(2-fluoropyridin-4-yl)-1-(pyridin-2-yl)-1H-pyrazol-3-yl]oxy} acetate C(C)(=O)OOC1=NN(C(=C1CC)C1=CC(=NC=C1)F)C1=NC=CC=C1